(1S,2R,5R)-3-((3,5-difluoro-4-((1-methyl-1H-pyrazol-4-yl)oxy)phenyl)sulfonyl)-8-((2-methoxyethoxy)carbonyl)-3,8-diazabicyclo[3.2.1]octane FC=1C=C(C=C(C1OC=1C=NN(C1)C)F)S(=O)(=O)N1C[C@@H]2CC[C@H](C1)N2C(=O)OCCOC